C[Si](OC1=C(OC(=C1O)C1=CC=C(C=C1)Cl)NC(CCCBr)=O)(C)C N-(3-trimethylsiloxy-4-hydroxy-5-(4-chlorophenyl)-2-furyl)-4-bromobutyramide